tert-butyl (R)-3-(5-((2,4-dimethoxybenzyl)amino)-9-fluoro-7-methoxy-[1,2,4]triazolo[1,5-c]quinazolin-2-yl)piperidine-1-carboxylate COC1=C(CNC2=NC=3C(=CC(=CC3C=3N2N=C(N3)[C@H]3CN(CCC3)C(=O)OC(C)(C)C)F)OC)C=CC(=C1)OC